C1(=CC=CC=C1)C(CCNC(=O)N1CCC(N2C1CN(C([C@@H](C2)C(C)C)=O)CC2=CC1=CC=CC=C1C=C2)=O)C2=CC=CC=C2 (7R)-N-(3,3-diphenylpropyl)-7-isopropyl-9-(naphthalen-2-ylmethyl)-4,8-dioxooctahydropyrimido[1,2-a][1,4]diazepine-1(2H)-carboxamide